The molecule is a 2-hydroxy fatty acid anion that is the conjugate base of 2-hydroxyarachidic acid, obtained by deprotonation of the carboxy group; major species at pH 7.3. It derives from an icosanoate. It is a conjugate base of a 2-hydroxyarachidic acid. CCCCCCCCCCCCCCCCCCC(C(=O)[O-])O